CN1C(C(=CC2=C(C=CC=C12)N1C2=C(OCC1)C=C(N=C2)C=2C=C(C(=NC2)C(=O)NCC#CC=2C=CC1=C(C(=CO1)C1C(NC(CC1)=O)=O)C2)C)C)=O 5-(4-(1,3-dimethyl-2-oxo-1,2-dihydroquinolin-5-yl)-3,4-dihydro-2H-pyrido[4,3-b][1,4]oxazin-7-yl)-N-(3-(3-(2,6-dioxopiperidin-3-yl)benzofuran-5-yl)prop-2-yn-1-yl)-3-methylpicolinamide